tert-butyl (S)-((3'-chloro-2'-(3-(5-formyl-1-methyl-1H-imidazole-2-carboxamido)-2-methylphenyl)-6-methoxy-[2,4'-bipyridin]-5-yl)methyl)((5-oxopyrrolidin-2-yl)methyl)carbamate ClC=1C(=NC=CC1C1=NC(=C(C=C1)CN(C(OC(C)(C)C)=O)C[C@H]1NC(CC1)=O)OC)C1=C(C(=CC=C1)NC(=O)C=1N(C(=CN1)C=O)C)C